2-(But-2-yn-1-yl)-2-(3-phenylpropan-2-yn-1-yl)malonic acid dimethyl ester COC(C(C(=O)OC)(CC#CC1=CC=CC=C1)CC#CC)=O